(1S,3R)-3'-(2-hydroxyphenyl)-5',7'-dihydrospiro[cyclobutane-1,6'-pyrrolo[2,3-c]pyridazine]-3-carboxylic acid OC1=C(C=CC=C1)C1=CC2=C(N=N1)NC1(C2)CC(C1)C(=O)O